OC(C(=O)NC1=CC=C(C=C1)C=1C(N(C2=CC=C(C=C2C1)C1=CC=C(C=C1)N1CCN(CC1)C(C)C)C)=O)(C)C 2-hydroxy-2-methyl-N-[4-(1-methyl-2-oxo-6-{4-[4-(propan-2-yl)piperazin-1-yl]phenyl}-1,2-dihydroquinolin-3-yl)phenyl]propanamide